2-(((4-methoxy-3,5-dimethylpyridin-2-yl)methyl)sulfinyl)-1H-benzo[d]imidazol-5-yl (Z)-2-methylbut-2-enoate C/C(/C(=O)OC1=CC2=C(NC(=N2)S(=O)CC2=NC=C(C(=C2C)OC)C)C=C1)=C/C